C(C)(C)(C)OC(=O)NCC1=CSC2=C1CC(CC2)N(C(OC(C)(C)C)=O)C tert-butyl N-[3-[(tert-butoxycarbonylamino)methyl]-4,5,6,7-tetrahydrobenzothiophen-5-yl]-N-methyl-carbamate